C(#N)C1=CC=C(C=C1)S(=O)(=O)N1[C@H](CC1)C(=O)N(CC1=CC=C(C=C1)C1CCCCC1)C1=CC(=C(C(=O)O)C=C1)O (R)-4-(1-((4-Cyanophenyl)sulfonyl)-N-(4-cyclohexylbenzyl)azetidine-2-carboxamido)-2-hydroxybenzoic acid